N1(C=NC2=C1C=CC=C2)CCOCCOCCN2C=NC1=C2C=CC=C1 1,2-bis(2-(1H-benzimidazole-1-yl)ethoxy)ethane